FC=1C=C2C(=C/C(/C2=CC1)=C/C1=CC(=CC=C1)COC1=CC=CC=C1)CC(=O)O (Z)-2-(5-Fluoro-1-(3-(phenoxymethyl)benzylidene)-1H-inden-3-yl)acetic acid